ClC1=C(C=CC(=C1)Cl)C1=CC=NC=2N1N=C(C2C2=NC=1C(=NC=C(C1)C(F)(F)F)N2C)SCC 2-(7-(2,4-dichlorophenyl)-2-(ethylthio)pyrazolo[1,5-a]pyrimidin-3-yl)-3-methyl-6-(trifluoromethyl)-3H-imidazo[4,5-b]pyridine